5-(bis(4-carboxyl-benzyl)amino)-isophthalic acid C(=O)(O)C1=CC=C(CN(C=2C=C(C=C(C(=O)O)C2)C(=O)O)CC2=CC=C(C=C2)C(=O)O)C=C1